N-(5-ethylthiophen-2-ylmethyl)-N'-(2-pyridylmethyl)-N-(6,7,8,9-tetrahydro-5H-cyclohepta[b]pyridin-9-yl)-1,4-xylylenediamine C(C)C1=CC=C(S1)CN(CC1=CC=C(C=C1)CNCC1=NC=CC=C1)C1CCCCC=2C1=NC=CC2